N-(4-cyanobenzyl)-1-methyl-8-((1-(N-methylsulfamoyl)cyclopropyl)methoxy)-2-oxo-1,2-dihydro-1,5-naphthyridine-3-carboxamide C(#N)C1=CC=C(CNC(=O)C=2C(N(C3=C(C=CN=C3C2)OCC2(CC2)S(NC)(=O)=O)C)=O)C=C1